O1CCC(CC1)CC=1NC(=NN1)C(=O)OCC Ethyl 5-((tetrahydro-2H-pyran-4-yl)methyl)-4H-1,2,4-triazol-3-carboxylate